5-(benzyloxy)-2-methyl-N-((1R,3r,5S)-8-methyl-8-azabicyclo[3.2.1]octane-3-yl)benzofuran-3-carboxamide C(C1=CC=CC=C1)OC=1C=CC2=C(C(=C(O2)C)C(=O)NC2C[C@H]3CC[C@@H](C2)N3C)C1